7-azaindole-6(7H)-one N1C=CC=2C=CC(NC12)=O